FC(OC=1C=C(C=CC1)C1(CCC1)NCC(=O)N1CC2CCC(C1)N2C2=NC=C(C#N)C=C2)(F)F 6-(3-((1-(3-(trifluoromethoxy)phenyl)cyclobutyl)glycyl)-3,8-diazabicyclo[3.2.1]octan-8-yl)nicotinonitrile